O1C(CCCC1)C#CC1=CC=CC=2C(NC3C=4N(C(C21)C3)C3=C(N4)C=CC=C3)=O ((tetrahydro-2H-pyran-2-yl)ethynyl)-6,7-dihydro-7,14-methanobenzo[f]benzo[4,5]imidazo[1,2-a][1,4]diazocin-5(14H)-one